O=C1NC(CCC1N1CC2=CC=C(C=C2C1=O)OC(N(C1=C(C=CC(=C1)OC(F)(F)F)C)C)=O)=O (2-(2,6-dioxopiperidin-3-yl)-3-oxoisoindolin-5-yl)methyl(2-methyl-5-(trifluoromethoxy) phenyl)carbamate